2,5-dioxopyrrolidin-1-yl 1-(2,5-dioxopyrrol-1-yl)-3,6,9,12,15,18,21,24-octaoxaheptacosan-27-oate O=C1N(C(C=C1)=O)CCOCCOCCOCCOCCOCCOCCOCCOCCC(=O)ON1C(CCC1=O)=O